C(C)(C)(C)N(C(=O)OC=1C(=NC=C(C1I)C(C)(C)C)F)[C@H](CC(C)(C)C)C(NC=1C=NC(=C(C1)C)C1=C2C(=NC=C1)N(C(=C2)C)S(=O)(=O)C2=CC=CC=C2)=O tert-butyl-2-fluoro-4-iodopyridin-3-ol tert-butyl-N-[(1R)-1-[[6-[1-(benzenesulfonyl)-2-methyl-pyrrolo[2,3-b]pyridin-4-yl]-5-methyl-3-pyridyl]carbamoyl]-3,3-dimethyl-butyl]carbamate